CNCCCCCCCCCCCCCCCCCC N-methyloctadecylamine